NC1=C(C=C(N=N1)C1=C(C=CC=C1)O)N1CC2CCC(C1)N2C2=CC(=NC=C2)\C=C\CN2CCCCCC2 2-[6-Amino-5-[8-[2-[(E)-3-(azepan-1-yl)prop-1-enyl]-4-pyridinyl]-3,8-diazabicyclo[3.2.1]oct-3-yl]pyridazin-3-yl]phenol